N-({6-[5-(1-azetidinyl)-6-fluoro-2-pyridyl]-5-chloro-2-indolyl}methyl)acetamide N1(CCC1)C=1C=CC(=NC1F)C1=C(C=C2C=C(NC2=C1)CNC(C)=O)Cl